P([O-])(O)O.[NH4+] Mono-Ammonium Phosphite